C1(CCC1)NC1=NC(=NC=C1C(=O)N)N[C@H]1C[C@H](CCC1)O 4-(cyclobutylamino)-2-((1R,3S)-3-hydroxycyclohexylamino)pyrimidine-5-carboxamide